[O-2].[O-2].[Mn+2].[Rh+3] rhodium-manganese dioxide